(S)-3-((2-(1-(cyclopropylmethyl)-7-methoxy-1H-indol-2-yl)-1-methyl-5-oxo-1,5,7,8-tetrahydro-6H-imidazo[4,5-g]isoquinolin-6-yl)methyl)morpholine-4-sulfonic acid C1(CC1)CN1C(=CC2=CC=CC(=C12)OC)C1=NC=2C(=CC=3CCN(C(C3C2)=O)C[C@@H]2N(CCOC2)S(=O)(=O)O)N1C